C(C1=CC=CC=C1)N(C(=O)SSC(N(CC1=CC=CC=C1)CC1=CC=CC=C1)=O)CC1=CC=CC=C1 N,N-dibenzylcarbamyl disulfide